C(C=1C(C(=O)O)=CC=CC1)(=O)O.C1(=CC=CC=C1)NC(=N)NC1=CC=CC=C1 1,3-diphenylguanidine phthalate